COC=1C=C(C=NC1)CNC1=CC=CC=2N(C(=NC21)N)C N4-((5-methoxypyridin-3-yl)methyl)-1-methyl-1H-benzo[d]imidazole-2,4-diamine